O=C1NC(CCC1C=1C(=NC2=CC=C(C=C2C1)CNC(OC(C)(C)C)=O)C)=O Tert-butyl ((3-(2,6-dioxopiperidin-3-yl)-2-methylquinolin-6-yl)methyl)carbamate